CN(C1(CCC1)CNC=1C2=C(N=C(N1)OC[C@@]13CCCN3C[C@H](C1)F)C(=C(N=C2)C2=CC=CC1=CC=CC(=C21)C(=C)C)F)C N-((1-(dimethylamino)cyclobutyl)methyl)-8-fluoro-2-(((2S,7aR)-2-fluorotetrahydro-1H-pyrrolizin-7a(5H)-yl)methoxy)-7-(8-(prop-1-en-2-yl)naphthalen-1-yl)pyrido[4,3-d]pyrimidin-4-amine